FC1=C(C=CC=C1)N1N=NC(=C1)C(C)N1C=C(C2=C1N=CN=C2N)C=2C(=NC(=NC2)C(F)(F)F)OC 7-{1-[1-(2-fluorophenyl)-1H-1,2,3-triazol-4-yl]ethyl}-5-[4-methoxy-2-(trifluoromethyl)pyrimidin-5-yl]-7H-pyrrolo[2,3-d]pyrimidin-4-amine